C(=C)[Si](N[Si](C=C)(C)C)(C)C 1,3-divinyltetramethyl-disilazane